PHENYLARSENIC C1(=CC=CC=C1)[As]